ferrous chloride, sodium salt [Na].[Fe](Cl)Cl